FC(C(=O)O)(F)F.NCCN(CCN1C(C=CC1=O)=O)C (2-((2-aminoethyl)(methyl)amino)ethyl)-1H-pyrrole-2,5-dione 2,2,2-trifluoroacetate